[NH4+].[NH4+].C(N)(SCCSC(N)=S)=S ethylene bis-(dithiocarbamate) diammonium